FC1=C(C=CC(=C1)F)NNC(C1=C(C=C(C=C1)/C(=C/C(C(F)(F)F)C1=CC(=C(C(=C1)Cl)Cl)Cl)/F)C(F)(F)F)=O (Z)-N'-(2,4-difluorophenyl)-4-(1,4,4,4-tetrafluoro-3-(3,4,5-trichlorophenyl)but-1-en-1-yl)-2-(trifluoromethyl)benzoyl-hydrazine